4-isopentyl-2,4,7-trimethyloct-6-enal C(CC(C)C)C(CC(C=O)C)(CC=C(C)C)C